5,6-bis(4-hydroxyphenyl)-N-isobutyl-N-(4-methoxyphenyl)-7-oxabicyclo[2.2.1]hept-5-ene-2-sulfonamide OC1=CC=C(C=C1)C=1C2CC(C(C1C1=CC=C(C=C1)O)O2)S(=O)(=O)N(C2=CC=C(C=C2)OC)CC(C)C